NC(C#N)(CC)CO 2-amino-2-(hydroxymethyl)butanenitrile